Cl.FC1=C(C=CC(=C1)N1CCNCC1)C1=C(N=C2N1C=C(N=C2C)C(=O)N)C (2-fluoro-4-(piperazin-1-yl)phenyl)-2,8-dimethylimidazo[1,2-a]pyrazine-6-carboxamide hydrochloride